1,1'-decane-1,10-diylbis(1H-pyrrole-2,5-dione) C(CCCCCCCCCN1C(C=CC1=O)=O)N1C(C=CC1=O)=O